dipropyl (Z)-but-2-enediate C(\C=C/C(=O)OCCC)(=O)OCCC